6-(4-(3-(4-chloro-3-fluorophenyl)-1-(pyridin-3-ylmethyl)-1H-pyrrolo[2,3-b]pyridine-6-carbonyl)-3,3-dimethylpiperazin-1-yl)-2,4-dimethylnicotinic acid ClC1=C(C=C(C=C1)C1=CN(C2=NC(=CC=C21)C(=O)N2C(CN(CC2)C2=NC(=C(C(=O)O)C(=C2)C)C)(C)C)CC=2C=NC=CC2)F